N1(CCCCCC1)C=1N=C(C2=C(C=NNC2=O)N1)NC1=CC=C(C=C1)OCCN(CC)CC 2-(azepan-1-yl)-4-((4-(2-(diethylamino)ethoxy)phenyl)amino)pyrimido[4,5-d]pyridazin-5(6H)-one